bis(dibenzo-azepin-1-yl)-biphenyl C1(=CC=CC2=C1C1=C(C=CN2)C=CC=C1)C1=CC=C(C=C1)C1=CC=C(C=C1)C1=CC=CC2=C1C1=C(C=CN2)C=CC=C1